C1=CC=CC=2C3=CC=CC=C3C(C12)COC(=O)N[C@H](C(=O)O)CC=1C=C(C=CC1)C (S)-2-((((9H-fluoren-9-yl)methoxy)carbonyl)amino)-3-(m-tolyl)propanoic acid